1-[(3,4-dimethoxyphenyl)methyl]-7,8-dimethyl-2,3,4,9-tetrahydro-1H-pyrido[3,4-b]indole COC=1C=C(C=CC1OC)CC1NCCC2=C1NC1=C(C(=CC=C21)C)C